COC(\C=C\CN(C)CCCCN1C2=C(N(C(C3=C1C=C(C=C3)Cl)=O)CC3=CC=CC=C3)C=CC=C2)=O.C=C(C#CC2=CC=CC=C2)C2=CC=CC=C2 1,1'-(3-methylene-1-propyne-1,3-diyl)bisbenzene Methyl-(E)-4-{[4-(10-benzyl-3-chloro-11-oxo-10,11-dihydro-5H-dibenzo[b,e][1,4]diazepin-5-yl)butyl](methyl)amino}but-2-enoate